C[C@@H]1CC[C@H]2C13CC[C@]4(CO4)C(C3)C2(C)C Beta-cedrene oxide